C(CCCCCCC(=O)[O-])(=O)[O-].[Ca+2] calcium octanedioate